1',2-Dimethyl-2,3-dihydro-1H-spiro[pyrazolo[1,2-a]indazole-9,3'-pyrrolidine]-1,2',5'-trione CN1C(C2(CC1=O)N1N(C=3C=CC=CC32)CC(C1=O)C)=O